ethyl 6-bromo-1-(4-fluorophenylmethyl)-4-hydroxy-2-oxo-1,2-dihydro-1,8-naphthyridine-3-carboxylate BrC=1C=C2C(=C(C(N(C2=NC1)CC1=CC=C(C=C1)F)=O)C(=O)OCC)O